NC(C)C=1OC2=C(C1)C=C(C=C2C(=O)OC)C methyl 2-(1-aminoethyl)-5-methylbenzofuran-7-carboxylate